C(C1=CC=CC=C1)NC(N(C1=CC=C(C=C1)N1CCNCC1)C1CCC(CC1)NC1=NC=C(C=C1)C#N)=O 3-benzyl-1-((1r,4r)-4-((5-cyanopyridin-2-yl)amino)cyclohexyl)-1-(4-(piperazin-1-yl)phenyl)urea